NCCCC(CO)(CO)CCCN 2,2-Di-(3-Aminopropyl)-1,3-Propanediol